CC(C(=O)O)(CCCCC)C 2,2-Dimethyl-Heptanoic Acid